2-(perfluorobutyl)ethyl-triethoxysilane FC(C(C(C(F)(F)F)(F)F)(F)F)(CC[Si](OCC)(OCC)OCC)F